P(=O)(O)(O)O[C@H]1[C@H]([C@@H](O[C@@H]1CO)N1C=NC=2C(=O)NC(N)=NC12)O guanosine 3'-phosphate